N-(4-(5-(4-(4,4-difluoropiperidin-1-yl)-6-methylpyrimidin-2-yl)-1,3,4-oxadiazole-2-yl)-3-(6-azaspiro[2.5]octan-6-yl)phenyl)-2-hydroxyethanesulfonamide FC1(CCN(CC1)C1=NC(=NC(=C1)C)C1=NN=C(O1)C1=C(C=C(C=C1)NS(=O)(=O)CCO)N1CCC2(CC2)CC1)F